2-((5-(6-chloro-7-fluoro-5-methoxy-1-methyl-3-(1H-pyrazol-4-yl)-1H-indol-2-yl)-1H-1,2,4-triazol-3-yl)(methyl)amino)ethan-1-ol ClC1=C(C=C2C(=C(N(C2=C1F)C)C1=NC(=NN1)N(CCO)C)C=1C=NNC1)OC